FC(C1(CC1)CNC(=O)C1CC2(CN(C2)C(=O)OCC2=CC=CC=C2)C1)(F)F benzyl 6-[[1-(trifluoromethyl)cyclopropyl]methylcarbamoyl]-2-azaspiro[3.3]heptane-2-carboxylate